methacryloxyethyl-dimethyl-ammonium chloride [Cl-].C(C(=C)C)(=O)OCC[NH+](C)C